CCN(CC)CC(=O)O N,N-diethylglycine sodium salt